7-bromo-5-chloro-1H-benzo[d][1,2,3]triazole BrC1=CC(=CC2=C1NN=N2)Cl